4-(ethoxy)-2-oxobut-3-enoic acid ethyl ester C(C)OC(C(C=COCC)=O)=O